5,7-dibromo-6-aminophthalide BrC=1C=C2COC(=O)C2=C(C1N)Br